ClC1=C(C=CC=2C3=C(NC12)CCN([C@H]3C)C(=O)C3=NC=C(C=N3)OC)C#C (S)-(6-chloro-7-ethynyl-1-methyl-1,3,4,5-tetrahydro-2H-pyrido[4,3-b]indol-2-yl)(5-methoxypyrimidin-2-yl)methanone